2-(1-(3-(aminomethyl)pyridin-4-yl)-1H-pyrazol-3-yl)propan-2-ol NCC=1C=NC=CC1N1N=C(C=C1)C(C)(C)O